Acrylic acid magnesium salt [Mg+2].C(C=C)(=O)[O-].C(C=C)(=O)[O-]